CC[C@@H]([C@@H](C1=CC=CC=C1)O)N(CC1=CC=CC=C1)CC1=CC=CC=C1 Methyl-(2S,3R)-2-(dibenzylamino)-3-hydroxy-3-phenyl-propane